NC1=CC=C(C(=C1C(=O)N(C)C)F)C=1C=C2C(=NC1)NC[C@@]21C[C@H](C(C1)Cl)N1N=C(C=C1)C 6-Amino-3-((1R,3R)-4-chloro-3-(3-methyl-1H-pyrazol-1-yl)-1',2'-dihydrospiro[cyclopentane-1,3'-pyrrolo[2,3-b]pyridin]-5'-yl)-2-fluoro-N,N-dimethylbenzamide